methyl 4-(bis(4-methoxybenzyl)amino)-1-(4-(1,2-dihydroxyethyl)-2,6-dimethylphenyl)-6-oxo-1,6-dihydropyrimidine-5-carboxylate COC1=CC=C(CN(C=2N=CN(C(C2C(=O)OC)=O)C2=C(C=C(C=C2C)C(CO)O)C)CC2=CC=C(C=C2)OC)C=C1